(E)-3-phenylpropyl 3-(4-hydroxy-3-methoxyphenyl)acrylate OC1=C(C=C(C=C1)/C=C/C(=O)OCCCC1=CC=CC=C1)OC